1-(2-iodo-5-fluorophenyl)ethanol IC1=C(C=C(C=C1)F)C(C)O